Pregna-4-ene-3,20-dione CC([C@H]1CC[C@H]2[C@@H]3CCC4=CC(CC[C@]4(C)[C@H]3CC[C@]12C)=O)=O